(4S,5R,6S)-6-((R)-1-hydroxyethyl)-4-methyl-7-oxo-3-((phenylthio)methyl)-1-azabicyclo[3.2.0]hept-2-ene-2-carboxylic acid O[C@H](C)[C@@H]1[C@H]2[C@H](C(=C(N2C1=O)C(=O)O)CSC1=CC=CC=C1)C